1-methyl-3-hexyl-imidazole bis(trifluoromethanesulfonyl)imide salt [N-](S(=O)(=O)C(F)(F)F)S(=O)(=O)C(F)(F)F.CN1CN(C=C1)CCCCCC